C(C)OC(=O)C1=C(N=C(S1)NC1=NC(=CC(=N1)N1CC(C(CC1)O)CO)NCC1=CC(=C(C(=C1)OC)OC)OC)C 2-[[4-[4-hydroxy-3-hydroxymethylpiperidin-1-yl]-6-[[(3,4,5-trimethoxyphenyl)methyl]amino]-2-pyrimidinyl]amino]-4-methyl-5-thiazolecarboxylic acid ethyl ester